BrC=1C(=C(N(C1)C(C(=O)OCC)C)C=O)C(=O)OCC ethyl 4-bromo-1-(1-ethoxy-1-oxopropan-2-yl)-2-formyl-1H-pyrrole-3-carboxylate